FC1=C(OC2=CC=C(C=C2)N2N=C3C(NCC[C@H]3N3CCN(CC3)S(=O)(=O)C3=C(C=CC=C3)[N+](=O)[O-])=C2C(=O)N)C=CC=C1F (7R)-2-[4-(2,3-difluorophenoxy)phenyl]-7-[4-(2-nitrobenzene-1-sulfonyl)piperazin-1-yl]-4,5,6,7-tetrahydro-2H-pyrazolo[4,3-b]pyridine-3-carboxamide